4-azidosalicylic Acid N(=[N+]=[N-])C=1C=C(C(C(=O)O)=CC1)O